C(C)(C)(C)C=1C=C(NN1)NC(=O)NC1=CC=C(C=C1)N1C=NC2=C1C=CC(=C2)OCCN2CCOCC2 1-(5-tert-butyl-2H-pyrazol-3-yl)-3-{4-[5-(2-morpholin-4-yl-ethoxy)-benzimidazol-1-yl]-phenyl}-urea